Ethyl-2-[2-{[(1S)-1-{4-[(3,3-difluoropiperidin-1-yl)methyl]phenyl}ethyl] amino}-7-oxopyrido[2,3-d]pyrimidin-8(7H)-yl]propanoat C(C)OC(C(C)N1C(C=CC2=C1N=C(N=C2)N[C@@H](C)C2=CC=C(C=C2)CN2CC(CCC2)(F)F)=O)=O